ClC1=NSC=2C1=NC(=CC2C2(CC2)C#N)N2[C@@H](COCC2)C 1-{3-chloro-5-[(3R)-3-methylmorpholin-4-yl]-[1,2]Thiazolo[4,5-b]Pyridin-7-yl}cyclopropane-1-carbonitrile